N[C@@H](CO)C(=O)O serylalcohol